NC1=CC=C(C=C1)N1CCN(CCC1)C1=CC=C(C=C1)N N,N'-bis(4-aminophenyl)-1,4-diazacycloheptane